2-(3-cyano-4-(2-methoxyethoxy)phenyl)-4-methylthiazole-5-carboxylic acid ethyl ester C(C)OC(=O)C1=C(N=C(S1)C1=CC(=C(C=C1)OCCOC)C#N)C